CN1N=C2N=CC(=CC2=C1)C1=CC=C2C(=N1)SC(=C2)[C@H](O)[C@@H]2COCC2 (R)-(6-(2-methyl-2H-pyrazolo[3,4-b]pyridin-5-yl)thieno[2,3-b]pyridin-2-yl)((3S)-tetrahydro-3-furanyl)methanol